(2-((4-((2,5-difluoro-4-sulfamoyl-phenyl)methylamino)-7-methoxy-2-methyl-1,8-naphthyridin-3-yl)amino)-2-oxo-ethyl) acetate C(C)(=O)OCC(=O)NC=1C(=NC2=NC(=CC=C2C1NCC1=C(C=C(C(=C1)F)S(N)(=O)=O)F)OC)C